5-Nitro-2-(pyrrolidin-1-yl)isonicotinamide [N+](=O)([O-])C1=CN=C(C=C1C(=O)N)N1CCCC1